(E)-3-(4-fluoro-3-methoxyphenyl)-1-(6-methoxy-9H-pyrido[3,4-b]indol-1-yl)prop-2-en-1-one FC1=C(C=C(C=C1)/C=C/C(=O)C1=NC=CC2=C1NC1=CC=C(C=C21)OC)OC